1-(((Tert-Butyldimethylsilyloxy)methyl)cyclopropyl)methanol [Si](C)(C)(C(C)(C)C)OCC1(CC1)CO